N6-methyl-lysine CNCCCC[C@H](N)C(=O)O